C(N)(=O)C=1C=C(C=CC1)B(O)O 3-carbamoylphenylboronic acid